5-(4-((2-(difluoromethyl)-5-fluoro-3-oxo-3,4-dihydroquinoxalin-6-yl)methyl)piperazin-1-yl)-6-fluoro-N-(1-methyl-1H-pyrazol-4-yl)picolinamide FC(C1=NC2=CC=C(C(=C2NC1=O)F)CN1CCN(CC1)C=1C=CC(=NC1F)C(=O)NC=1C=NN(C1)C)F